(S)-1-(4-fluorophenyl)-3,4-dihydroisoquinolin FC1=CC=C(C=C1)C1=NCCC2=CC=CC=C12